(62e)-(4,7-dichloro-1-methyl-1H-pyrazolo[3,4-d]Pyridazine) ClC1=C2C(=C(N=N1)Cl)N(N=C2)C